OCCN1C(C2=CC=CC=3C2=C(C1=O)C=CC3NN=CC3=CC(=C(C=C3)OCCCCCCO)OC)=O 2-(2-hydroxyethyl)-6-(2-(4-((6-hydroxyhexyl)oxy)-3-methoxybenzylidene)hydrazino)-1H-benzo[de]isoquinoline-1,3(2H)-dione